C(C1=CC=CC=C1)C1=CN=C2C(=CC(NC2=C1)=O)O 7-Benzyl-4-hydroxy-1,5-naphthyridin-2(1H)-one